5-bromo-3-(1-(2-(5-((1-ethyl-1H-pyrazol-4-yl)methyl)-3-fluoro-1H-pyrazol-1-yl)-5-fluorophenyl)ethoxy)-2-nitropyridine BrC=1C=C(C(=NC1)[N+](=O)[O-])OC(C)C1=C(C=CC(=C1)F)N1N=C(C=C1CC=1C=NN(C1)CC)F